ClC1=CC=C(C=C1)C=1N=CN(C1C1=CC=NC=C1)CC(=O)N1CCC2(CN(C2)C(=O)OC(C)(C)C)C1 tert-butyl 7-[2-[4-(4-chlorophenyl)-5-(4-pyridinyl) imidazol-1-yl] acetyl]-2,7-diazaspiro[3.4]octane-2-carboxylate